BrC=1C=CC(=NC1)CCOC 5-bromo-2-(2-methoxyethyl)pyridine